C(C)OC(=O)C1=NC2=CC=C(N=C2C(=C1)O)Cl 6-chloro-4-hydroxy-1,5-naphthyridine-2-carboxylic acid ethyl ester